C(=O)O.FC1=C(C=CC=C1)C1=C(C(=NC=C1)C1CN(C1)C1COC1)NC(=O)C=1C=NC(=NC1)C(C)C N-(4-(2-fluorophenyl)-2-(1-(oxetan-3-yl)azetidin-3-yl)pyridin-3-yl)-2-isopropylpyrimidine-5-carboxamide formic acid salt